4-bromo-2,6-difluorobenzoyl chloride BrC1=CC(=C(C(=O)Cl)C(=C1)F)F